ClC1=NC=C(C(=O)OC)C(=C1)I Methyl 6-chloro-4-iodonicotinate